CC(\C=C/C1C(=CCCC1(C)C)C)(C#C)O (Z)-3-methyl-1-(2,6,6-trimethylcyclohex-2-en-1-yl)pent-1-en-4-yn-3-ol